(2-pyrrolidin-3-yloxyethyl)piperidine N1CC(CC1)OCCN1CCCCC1